trimethyl-[2-[3-methyl-4-[[(5RS)-3-[2-methyl-5-[3-(trifluoromethyl)phenoxy]pyrimidin-4-yl]-5,6-dihydro-4H-1,2,4-oxadiazin-5-yl]methyl]phenyl]ethynyl]silane C[Si](C#CC1=CC(=C(C=C1)C[C@H]1NC(=NOC1)C1=NC(=NC=C1OC1=CC(=CC=C1)C(F)(F)F)C)C)(C)C |r|